(2S,6S)-6-methyl-4-oxo-piperidine-2-carboxylic acid methyl ester COC(=O)[C@H]1N[C@H](CC(C1)=O)C